Cl.OC=1C=C(C=C(C1)N1CCNCC1)C1=CC2=C(C(=NO2)NS(=O)(=O)C2=C(C=CC=C2OC)OC)C(=C1)OC N-(6-(3-hydroxy-5-(piperazin-1-yl)phenyl)-4-methoxybenzo[d]isoxazol-3-yl)-2,6-dimethoxybenzenesulfonamide hydrochloride